ClC1=CC=C(C=C1)C=1N=C2N(C=CC=N2)C1CN1C2CN(C(C1)CC2)C(=O)C2=NC(=CC=C2F)OC (5-{[2-(4-Chlorophenyl)imidazo[1,2-a]pyrimidin-3-yl]methyl}-2,5-diazabicyclo[2.2.2]oct-2-yl)(3-fluoro-6-methoxypyridin-2-yl)methanone